(2S)-2-{3-[3-(thiophen-2-yl)pyrazolo[1,5-a]pyrimidin-5-yl]phenoxy}propan-1-ol S1C(=CC=C1)C=1C=NN2C1N=C(C=C2)C=2C=C(O[C@H](CO)C)C=CC2